C(C)OC(CCC)=O ETHYLBUTYRAT